1-(5-{[(5-chlorothiophen-2-yl)methyl]amino}-3-[1-(pyridin-2-ylmethyl)piperidin-4-yl]-1H-pyrazol-1-yl)-2,2-dimethylpropan-1-one ClC1=CC=C(S1)CNC1=CC(=NN1C(C(C)(C)C)=O)C1CCN(CC1)CC1=NC=CC=C1